S1C(=CC2=NC=CC=C21)C(=O)N thieno[3,2-b]pyridine-2-carboxamide